6-(2-amino-6-fluoro-5-(4-(4-(oxetan-3-yl)morpholin-3-yl)phenyl)pyridin-3-yl)-3,4-dihydroisoquinolin-1(2H)-one NC1=NC(=C(C=C1C=1C=C2CCNC(C2=CC1)=O)C1=CC=C(C=C1)C1N(CCOC1)C1COC1)F